2-chloro-8-methyl-8-(trifluoromethyl)-7,8-dihydro-6H-pyrazolo[1,5-a]pyrrolo[2,3-e]pyrimidine-6-carboxylic acid ClC1=NN2C(N=CC3=C2C(CN3C(=O)O)(C(F)(F)F)C)=C1